OC1=C(C=O)C=CC(=C1O)OCC 2,3-dihydroxy-4-ethoxybenzaldehyde